2-(6-fluoro-4-(trifluoromethyl)pyridin-2-yl)-N-(3-fluoro-4-methoxyphenyl)-N-methyl-5-oxopyrazolidine-3-carboxamide FC1=CC(=CC(=N1)N1NC(CC1C(=O)N(C)C1=CC(=C(C=C1)OC)F)=O)C(F)(F)F